ClC=1C2=C(N=CN1)N(C=C2)[C@@H]2C[C@@H]([C@H]1OC(O[C@H]12)(C)C)[C@@H](O)C1=C(C=C(C=C1)Cl)CO (R)-[(3aS,4R,6R,6aR)-4-(4-chloropyrrolo[2,3-d]pyrimidin-7-yl)-2,2-dimethyl-4,5,6,6a-tetrahydro-3aH-cyclopenta[d][1,3]dioxol-6-yl]-[4-chloro-2-(hydroxymethyl)phenyl]methanol